NC1=C(C=CC(=C1F)C1CCC1)N1N=C2CCNCC3C2=C1CCN3C(=O)OC(C)(C)C tert-butyl 2-(2-amino-4-cyclobutyl-3-fluorophenyl)-2,3,4,5a,6,7,8,9-octahydro-5H-1,2,5,7-tetraazabenzo[cd]azulene-5-carboxylate